CC1(C2=CC(=CC=C2C(C=2C3=C(OC21)C=CC=C3)=O)OC[C@@H](CCC(=O)O)O)C (R)-5-(6,6-Dimethyl-11-oxo-6,11-dihydro-benzo[b]naphtho[2,3-d]furan-8-yloxy)-4-hydroxy-pentanoic acid